7-methoxy-6-(3-morpholinopropoxy)-N-(3-(1-(4-(trifluoromethyl)benzyl)-1H-1,2,3-triazol-4-yl)phenyl)quinazolin-4-amine COC1=C(C=C2C(=NC=NC2=C1)NC1=CC(=CC=C1)C=1N=NN(C1)CC1=CC=C(C=C1)C(F)(F)F)OCCCN1CCOCC1